O[C@@H]1[C@H]([C@@H](O[C@@H]([C@H]1O)NC1=C2N=CN(C2=NC=N1)C1OCCCC1)C)NC(CN(C(OC(C)(C)C)=O)C)=O tert-butyl N-[2-[[(2S,3R,4R,5S,6S)-4,5-dihydroxy-2-methyl-6-[(9-tetrahydropyran-2-ylpurin-6-yl)amino]tetrahydropyran-3-yl]amino]-2-oxo-ethyl]-N-methyl-carbamate